CC1(CCC=2C(=NNC2C1)C=1NC2=CC(=CC=C2C1)C(=O)N1CCN(CC1)CCCCC1=CC=C(C=C1)[C@@H]1C(NC(CC1)=O)=O)C |r| rac-(R)-3-[4-(4-{4-[2-(6,6-dimethyl-1,4,5,7-tetrahydroindazol-3-yl)-1H-indole-6-carbonyl]piperazin-1-yl}butyl)phenyl]piperidine-2,6-dione